7-(1-cyclobutyl-1H-pyrazol-4-yl)-1,2-dimethyl-1H-indole-3-carboxylic acid C1(CCC1)N1N=CC(=C1)C=1C=CC=C2C(=C(N(C12)C)C)C(=O)O